FC(C(=O)F)(C(=O)F)F perfluoromalonyl fluoride